ClC1=CC=C(C=C1)C1=CC=C(C=C1)C1=CC=CC=2C3=CC=CC=C3C3(C12)C1=CC=CC=C1C=1C=CC=CC13 1-{4'-chloro-[1,1'-biphenyl]-4-yl}-9,9'-spirobi[fluorene]